phenylmethoxymethoxymethylbenzene C1(=CC=CC=C1)COCOCC1=CC=CC=C1